4,5-dimethyl-2-(2-methylpropyl)-2,5-dihydro-1,3-thiazole CC1=NC(SC1C)CC(C)C